C1(=CC=C(C=C1)CC1C(NCC(NCC(N2CCCC2C(NC2(CCC2)C(NCC(NCCC(NCC(NCC(NCC(NCC(N1)=O)=O)=O)=O)=O)=O)=O)=O)=O)=O)=O)C 9-(p-tolylmethyl)spiro[1,4,7,10,13,16,19,22,26,29,32-undecazabicyclo[32.3.0]heptatriacontane-31,1'-cyclobutane]-2,5,8,11,14,17,20,23,27,30,33-undecone